4-[(4aS,8aS)-2,3,4a,5,6,7,8,8a-octahydrobenzo[b][1,4]oxazin-4-yl]-5-chloro-2-(2-fluoro-4-pyridinyl)-1H-pyrimidin-6-one O1[C@@H]2[C@@H](N(CC1)C=1N=C(NC(C1Cl)=O)C1=CC(=NC=C1)F)CCCC2